[Si](C1=CC=CC=C1)(C1=CC=CC=C1)(C(C)(C)C)OC[C@@H]1[C@@H](C1)COCC(C(=O)[O-])(C)C 3-(((1R,2S)-2-(((tert-butyldiphenylsilyl) oxy) methyl) cyclopropyl) methoxy)-2,2-dimethylpropionate